S1SCC=C1 thithiol